CNCCC(C1=CC=CC=C1)OCC1=CC(=CC=C1)N1CCN(C2=C(C1)C=CC=C2)C N-methyl-3-((3-(1-methyl-1,2,3,5-tetrahydro-4H-benzo[e][1,4]diazepin-4-yl)benzyl)oxy)-3-phenylpropan-1-amine